1-(benzyloxy)non-4,6,8-trien-3-ol C(C1=CC=CC=C1)OCCC(C=CC=CC=C)O